3-(ethoxy)benzoic acid C(C)OC=1C=C(C(=O)O)C=CC1